CC1(OB(OC1(C)C)C=1C=NN(C1)CC1(CC1)O)C ((4-(4,4,5,5-tetramethyl-1,3,2-dioxaborolan-2-yl)-1H-pyrazol-1-yl)methyl)cyclopropan-1-ol